O1C(=CC=C1)CC1=CC=C(CC2=NOC(=C2)C=2C(=NC=CC2)N)C=C1 3-(3-(4-(furan-2-ylmethyl)benzyl)isoxazol-5-yl)pyridin-2-amine